N[C@@H](CCC(=O)O)C1=C(C=CC=C1)C1NCCCC1 (4S)-4-AMINO-4-(2-PIPERIDYLPHENYL)BUTANOIC ACID